malonic acid bis(trimethylsilyl) ester C[Si](C)(C)OC(CC(=O)O[Si](C)(C)C)=O